bis(4-t-butylphenyl)iodonium tosylate S(=O)(=O)([O-])C1=CC=C(C)C=C1.C(C)(C)(C)C1=CC=C(C=C1)[I+]C1=CC=C(C=C1)C(C)(C)C